(S)-5-(3-((Cyclopropylamino)methyl)pyrrolidin-1-yl)-N-(8-fluoro-2-methylimidazo[1,2-a]pyridin-6-yl)pyrazine-2-carboxamide C1(CC1)NC[C@H]1CN(CC1)C=1N=CC(=NC1)C(=O)NC=1C=C(C=2N(C1)C=C(N2)C)F